ClC(C(C1=CC=CC=C1)(Cl)O)(C1=CC=CC=C1)O dichlorodiphenyl-ethylene glycol